O[C@H](CNC(C=C(C1(CC1)C(F)(F)F)C1=CC=NC=C1)=O)CC1=CC=C(C=C1)O N-((S)-2-hydroxy-3-(4-hydroxyphenyl)propyl)-3-(pyridin-4-yl)-3-(1-(trifluoromethyl)cyclopropyl)acrylamide